(4-isobutylphenyl)(2-chloro-4,5-dihydroxyphenyl)methanone C(C(C)C)C1=CC=C(C=C1)C(=O)C1=C(C=C(C(=C1)O)O)Cl